6-chloro-5-((4-(7-fluoro-[1,2,4]triazolo[1,5-a]pyridin-6-yl)piperidin-1-yl)sulfonyl)imidazo[2,1-b]thiazole ClC=1N=C2SC=CN2C1S(=O)(=O)N1CCC(CC1)C=1C(=CC=2N(C1)N=CN2)F